1-methylazetidin CN1CCC1